trans-N-(2-fluoro-4-methyl-5-pyrimidin-2-ylphenyl)-1-(methoxymethyl)-3-methyl-6-azabicyclo[3.1.1]heptane-6-carboxamide FC1=C(C=C(C(=C1)C)C1=NC=CC=N1)NC(=O)N1C2CC(CC1(C2)COC)C